3-(3-(3-fluoro-5-(imidazo[1,2-a]pyridine-3-carboxamido)-4-methylphenyl)-1,2,4-oxadiazol-5-yl)azetidine-1-carboxylic acid methyl ester COC(=O)N1CC(C1)C1=NC(=NO1)C1=CC(=C(C(=C1)NC(=O)C1=CN=C2N1C=CC=C2)C)F